COC1=CC=C2[C@@H]3COC=4C=CC=CC4[C@@H]3OC2=C1OC 9,10-dimethoxypterocarpan